(S)-8-(difluoromethoxy)-5'-fluoro-6-(trifluoromethyl)-3',4'-dihydro-2'H,3H-spiro[imidazo[1,2-a]pyridine-2,1'-naphthalene]-6'-carbonitrile FC(OC=1C=2N(C=C(C1)C(F)(F)F)C[C@@]1(CCCC3=C(C(=CC=C13)C#N)F)N2)F